FC=1C=CC(=NC1)C1=NN2C(CO[C@](C2)(C(F)(F)F)C)=C1C1=C2C(=NC(=C1)C)NN=C2 (R)-2-(5-Fluoropyridin-2-yl)-6-methyl-3-(6-methyl-1H-pyrazolo[3,4-b]pyridin-4-yl)-6-(trifluoromethyl)-6,7-dihydro-4H-pyrazolo[5,1-c][1,4]oxazine